(R)-2-((1H-pyrrolo[2,3-b]pyridin-5-yl)oxy)-4-(4-((4'-chloro-5,5-dimethyl-3,4,5,6-tetrahydro-[1,1'-biphenyl]-2-yl)methyl)-2-methylpiperazin-1-yl)benzonitrile N1C=CC=2C1=NC=C(C2)OC2=C(C#N)C=CC(=C2)N2[C@@H](CN(CC2)CC2=C(CC(CC2)(C)C)C2=CC=C(C=C2)Cl)C